(2S,5R)-5-(2-chlorophenyl)-1-(2'-((E)-N'-hydroxycarbamimidoyl)biphenylcarbonyl)pyrrolidine-2-carboxylic acid methyl ester COC(=O)[C@H]1N([C@H](CC1)C1=C(C=CC=C1)Cl)C(=O)C=1C(=CC=CC1)C1=C(C=CC=C1)\C(\N)=N/O